(S)-1-(1-(3-chlorophenyl)-2-hydroxyethyl)-3-(1-(2-((4-(4-methylpiperazin-1-yl)-phenyl)amino)pyrimidin-4-yl)-1H-pyrazol-4-yl)urea ClC=1C=C(C=CC1)[C@@H](CO)NC(=O)NC=1C=NN(C1)C1=NC(=NC=C1)NC1=CC=C(C=C1)N1CCN(CC1)C